3-(4-chloro-2-morpholino-5H-pyrrolo[2,3-d]pyrimidin-7(6H)-yl)benzonitrile ClC=1C2=C(N=C(N1)N1CCOCC1)N(CC2)C=2C=C(C#N)C=CC2